FC1=C(C=CC=C1C(F)(F)F)C(C)NC1=NC(=NC2=CC=CC=C12)C 4-((1-(2-fluoro-3-(trifluoromethyl)phenyl)ethyl)amino)-2-methylquinazoline